4-[5-ethoxy-4-(4-trifluoromethoxy-phenyl)-pyrimidin-2-ylamino]-N-[2-methyl-5-(4-methyl-piperazin-1-ylmethyl)-phenyl]-benzamide C(C)OC=1C(=NC(=NC1)NC1=CC=C(C(=O)NC2=C(C=CC(=C2)CN2CCN(CC2)C)C)C=C1)C1=CC=C(C=C1)OC(F)(F)F